1-Methyl-4-(3-(3-(methylamino)-1-(thiophen-2-yl)propoxy)phenyl)-1,2,3,4-tetrahydro-5H-pyrido[2,3-e][1,4]diazepin-5-one CN1CCN(C(C2=C1N=CC=C2)=O)C2=CC(=CC=C2)OC(CCNC)C=2SC=CC2